CC1=C(C=CC=C1C)C(CC(C=O)C)(CC=C(C)C)C 4-(2,3-dimethylphenyl)-2,4,7-trimethyloct-6-enal